1-methyl-N-(3-(3-((4-methyl-4H-1,2,4-triazol-3-yl)methyl)oxetan-3-yl)phenyl)spiro[piperidine-4,3'-pyrrolo[2,3-b]pyridine]-1'(2'H)-carboxamide CN1CCC2(CN(C3=NC=CC=C32)C(=O)NC3=CC(=CC=C3)C3(COC3)CC3=NN=CN3C)CC1